(R)-1-(5-(3-cyano-6-ethoxypyrazolo[1,5-a]pyridin-4-yl)pyridin-2-yl)-4-methyl-N-(3-methylbutan-2-yl)piperidine-4-carboxamide C(#N)C=1C=NN2C1C(=CC(=C2)OCC)C=2C=CC(=NC2)N2CCC(CC2)(C(=O)N[C@H](C)C(C)C)C